ClC=1C=C(C=C(C1OC=1C(=C2C3(C(NC2=CC1)=O)CC3)F)Cl)N3C(N(N=CC3=O)C)=O (3,5-dichloro-4-((4'-fluoro-2'-oxospiro[cyclopropane-1,3'-indolin]-5'-yl)oxy)phenyl)-2-methyl-1,2,4-triazine-3,5(2H,4H)-dione